BrCC(=O)C1=C(N(C(=C1)C=CC1CCOCC1)C1=CC=C(C#N)C=C1)C 4-(3-(2-bromoacetyl)-2-methyl-5-(2-(tetrahydro-2H-pyran-4-yl)vinyl)-1H-pyrrol-1-yl)benzonitrile